C(C)(C)(C)OC(=O)N1C(=CC=2CCCC(C12)=O)C(=O)O 7-oxo-4,5,6,7-tetrahydro-1H-indol-1,2-dicarboxylic acid 1-(tert-butyl)ester